5-(2,3-dichloro-6-(methoxymethoxy)phenyl)pyrrolidine-1,3-dicarboxylate ClC1=C(C(=CC=C1Cl)OCOC)C1CC(CN1C(=O)[O-])C(=O)[O-]